C(C#CC)(=O)[O-].[Cu+2].C(C#CC)(=O)[O-] copper butynate